3-Methoxy-1-(4-((trimethylsilyl)ethynyl)-3,6-dihydropyridin-1(2H)-yl)propan-1-one COCCC(=O)N1CCC(=CC1)C#C[Si](C)(C)C